(S)-N-(3-(1-((1-(3,4-dimethoxybenzyl)-1H-pyrrolo[3,2-b]pyridin-6-yl)amino)ethyl)phenyl)-5-methylnicotinamide COC=1C=C(CN2C=CC3=NC=C(C=C32)N[C@@H](C)C=3C=C(C=CC3)NC(C3=CN=CC(=C3)C)=O)C=CC1OC